7-azido-4-methylchromen-2-one N(=[N+]=[N-])C1=CC=C2C(=CC(OC2=C1)=O)C